N-(thiophen-2-ylsulfonyl)propanamide S1C(=CC=C1)S(=O)(=O)NC(CC)=O